COCOC1=C2CCC(=NC2=CC=C1)C 5-(methoxymethoxy)-2-methyl-3,4-dihydroquinolin